tert-butyl (1-(6-(6-((1-hydroxy-2-methylpropan-2-yl)amino)-2-(6-azaspiro[2.5]octan-6-yl)nicotinamido)pyridin-2-yl)piperidin-3-yl)carbamate OCC(C)(C)NC1=NC(=C(C(=O)NC2=CC=CC(=N2)N2CC(CCC2)NC(OC(C)(C)C)=O)C=C1)N1CCC2(CC2)CC1